Racemic-ethyl 5-(2,4-difluorophenyl)-2-(hydroxymethyl)-3,4-dihydro-2H-pyrano[2,3-b]-pyridine-7-carboxylate FC1=C(C=CC(=C1)F)C1=C2C(=NC(=C1)C(=O)OCC)O[C@H](CC2)CO |r|